C/C=C/CCCCC/C=C/CCC(=O)O 11-tridecadienoic acid